OC1=C(C(=O)C2=C(C=CC(=C2)O)Br)C=C(C=C1)Br 2,5'-dihydroxy-5,2'-dibromobenzophenone